COC1=CC(=NC=C1)C1=NC=CC(=C1)OC 4,4'-dimethoxy-2,2'-bipyridine